Methyl 7-(N,N-diethylsulfamoyl)-3-hydroxy-2-naphthoate C(C)N(S(=O)(=O)C1=CC=C2C=C(C(=CC2=C1)C(=O)OC)O)CC